2,6-di(benzhydryl)-4-methylaniline C(C1=CC=CC=C1)(C1=CC=CC=C1)C1=C(N)C(=CC(=C1)C)C(C1=CC=CC=C1)C1=CC=CC=C1